N-(3-(methylsulfonamido)phenyl)-2-(thiophene-2-carboxamido)oxazole-4-carboxamide CS(=O)(=O)NC=1C=C(C=CC1)NC(=O)C=1N=C(OC1)NC(=O)C=1SC=CC1